5,5-diamino-2,2-bipyridyl NC1(CC=C(N=C1)C1=NC=CC=C1)N